6-[5-[(2S)-2-[(tert-butoxycarbonyl)amino]-4-carbamoylbutoxy]-2-fluorophenyl]hexanoic acid C(C)(C)(C)OC(=O)N[C@H](COC=1C=CC(=C(C1)CCCCCC(=O)O)F)CCC(N)=O